O-(((2R,3S,5R)-3-((tert-butyldiphenylsilyl)oxy)-5-(6-(((E)-1-methylpyrrolidin-2-ylidene)amino)-9H-purin-9-yl)tetrahydrofuran-2-yl)methyl) S-hydrogen (R)-dimethylphosphoramidothioate CN([P@@](OC[C@H]1O[C@H](C[C@@H]1O[Si](C1=CC=CC=C1)(C1=CC=CC=C1)C(C)(C)C)N1C2=NC=NC(=C2N=C1)/N=C\1/N(CCC1)C)(S)=O)C